3-(4-fluorophenyl)-1-methyl-4-(5-oxo-5,7-dihydrofuro[3,4-b]pyridin-4-yl)-1H-pyrrole-2-carbonitrile FC1=CC=C(C=C1)C1=C(N(C=C1C1=C2C(=NC=C1)COC2=O)C)C#N